OC(CC(=O)O)C.OC(CC(=O)O)C 3-hydroxybutanoic acid (3-hydroxybutyrate)